tert-butyl (1-((1-methyl-1H-pyrazol-4-yl)sulfonyl) piperidin-4-yl)carbamate CN1N=CC(=C1)S(=O)(=O)N1CCC(CC1)NC(OC(C)(C)C)=O